(2R,3R,4R,5S)-5-((3-amino-1,2,4-thiadiazol-5-yl)amino)-3,4-dihydroxytetrahydro-2H-pyran NC1=NSC(=N1)N[C@@H]1[C@H]([C@@H](COC1)O)O